bi[1,3]dioxole-5-carboxylic acid O1C(OC=C1C(=O)O)=C1OC=CO1